5-methoxy-2-(4-methoxyphenyl)-3,4-dihydro-2H-pyrrole COC=1CCC(N1)C1=CC=C(C=C1)OC